C[C@H]1N(CCC2=C1C1=C(N=NC(=C1)C1=C(C=CC=C1)O)N2)C2=NC=C(C=N2)N2C[C@@H](NCC2)C 2-((R)-5-methyl-6-(5-((S)-3-methylpiperazin-1-yl)pyrimidin-2-yl)-6,7,8,9-tetrahydro-5H-pyrido[3',4':4,5]pyrrolo[2,3-c]pyridazin-3-yl)phenol